CS(=O)(=O)OCC(COS(=O)(=O)C)C1CC[C@]12CN(CC2)C(=O)OC(C)(C)C tert-butyl (4R)-3-[2-methylsulfonyloxy-1-(methylsulfonyloxymethyl) ethyl]-6-azaspiro[3.4]octane-6-carboxylate